5-bromo-2-fluoro-1,3-dimethyl-benzene BrC=1C=C(C(=C(C1)C)F)C